3,5-dioxo-2,3,4,5-tetrahydro-1,2,4-triazine-6-carboxamide O=C1NN=C(C(N1)=O)C(=O)N